C(C1=CC(=C(C(=C1)C(C)(C)C)O)C)C1=CC(=C(C(=C1)C(C)(C)C)O)C 4,4'-methylene-bis[6-tert.-butyl-2-methylphenol]